BrC=1C(N(C(=CC1OCC1=C(C=C(C=C1)F)F)C)C1=NC=C(C=C1)C(C)(C)O)=O 3-bromo-4-[(2,4-difluorobenzyl)oxy]-5'-(1-hydroxy-1-methylethyl)-6-methyl-2H-1,2-bipyridin-2-one